ONC(C1=CC=C(C=C1)C1=NC2=CC=C3C(=C2C=2CCCCC12)C=NN3)=O N-hydroxy-4-(8,9,10,11-tetrahydro-3H-pyrazolo[4,3-a]phenanthridin-7-yl)benzamide